FC(C(C(=O)O)(C)C)F 3,3-difluoro-2,2-dimethylpropionic acid